C1(=CC=CC2=CC=CC=C12)C(=O)[O-].[Pd+2].C1(=CC=CC2=CC=CC=C12)C(=O)[O-] palladium naphthoate